ClC1=NC=C(C(=N1)NCCC1CC1)C(=O)N 2-chloro-4-[(2-cyclopropyl-ethyl)amino]pyrimidin-5-carboxamide